ClC=1C(C=C(C(C1C1=CC=CC=C1)=O)Cl)=O 2,5-Dichloro-3-phenyl-2,5-cyclohexandiene-1,4-dione